8-glycidoxyoctylmethyldiethoxysilane C(C1CO1)OCCCCCCCC[Si](OCC)(OCC)C